BrC=1C=CC=2N(C1)C(=NN2)C(=O)N2CCC(CC2)C2=C(C(=CC=C2)F)C(F)(F)F (6-bromo-[1,2,4]triazolo[4,3-a]pyridin-3-yl)(4-(3-fluoro-2-(trifluoromethyl)phenyl)piperidin-1-yl)methanone